(S)-5-(2,3-dichloro-4-(N-(1,1,1-trifluoropropan-2-yl)sulfamoyl)phenyl)-2-(5-(2-hydroxypropan-2-yl)-1,3,4-oxadiazol-2-yl)-N-methyl-N-propylthiazole-4-carboxamide ClC1=C(C=CC(=C1Cl)S(N[C@H](C(F)(F)F)C)(=O)=O)C1=C(N=C(S1)C=1OC(=NN1)C(C)(C)O)C(=O)N(CCC)C